C(C)OC(NSCNC1=C(C=CC=C1)Br)=O N-[(2-bromophenyl)aminomethylthio]carbamic acid ethyl ester